6-alpha-D-glucopyranosyl-D-glucose [C@H]1([C@H](O)[C@@H](O)[C@H](O)[C@H](O1)CO)C([C@H]([C@H]([C@@H]([C@H](C=O)O)O)O)O)O